(S)-2-(2-(3-(6-(8-(benzo[d]thiazol-2-ylcarbamoyl)-3,4-dihydroisoquinolin-2(1H)-yl)-2-(tert-butoxycarbonyl)pyridin-3-yl)-2-methylphenoxy)-8-azaspiro[4.5]decan-8-yl)acetic acid S1C(=NC2=C1C=CC=C2)NC(=O)C=2C=CC=C1CCN(CC21)C2=CC=C(C(=N2)C(=O)OC(C)(C)C)C=2C(=C(O[C@@H]1CC3(CC1)CCN(CC3)CC(=O)O)C=CC2)C